1-(5-fluoro-1,3-dihydro-2H-isoindol-2-yl)-2-(phenylsulfanyl)ethanone FC=1C=C2CN(CC2=CC1)C(CSC1=CC=CC=C1)=O